FC1=CC=C(C=C1)C1=C(N(C2=CC=CC=C12)C(C)C)/C=C/[C@@H](C[C@@H](CC(=O)O)O)O (3S,5R,6E)-7-[3-(4-fluorophenyl)-1-(propan-2-yl)-1H-indol-2-yl]-3,5-dihydroxyhept-6-enoic acid